C(CCCCCCCCCCC)N(CCN(CCO)CCCCCCCCC)CCCCCCCCCCCC 2-((2-(di-dodecylamino)ethyl)(nonyl)amino)ethan-1-ol